C(O)([O-])=O Hydrogen-carbonate